3-(3,4-difluoro-phenyl)-urea FC=1C=C(C=CC1F)NC(N)=O